2-(3,4-dimethylphenyl)-4-methyl-3,5-dioxo-2,3,4,5-tetrahydro-1,2,4-triazine-6-carbonitrile CC=1C=C(C=CC1C)N1N=C(C(N(C1=O)C)=O)C#N